ClCC=1C=C2C=C(C(OC2=CC1)=O)C(=O)OC1=CC(=CC=C1)CNC(=O)OC(C)(C)C 3-(((Tert-butoxycarbonyl)amino)methyl)phenyl 6-(chloromethyl)-2-oxo-2H-chromene-3-carboxylate